FC=1C=C2C(=CC=NC2=CC1)C1=C2C=C(C(=CC2=CC2=C1C(OC2)=O)OC)OC 9-(6-fluoroquinolin-4-yl)-6,7-dimethoxynaphtho[2,3-c]furan-1(3H)-one